6-(1,3-dimethylpyrazol-4-yl)-N-[[6-(tetrahydropyran-3-ylmethyl)-6-azaspiro[2.5]octan-2-yl]methyl]pyridazin-3-amine CN1N=C(C(=C1)C1=CC=C(N=N1)NCC1CC12CCN(CC2)CC2COCCC2)C